5-acetamidobenzotriazol C(C)(=O)NC1=CC2=C(NN=N2)C=C1